N-benzyl-2-(3-(pyridin-2-yl)-4-(quinolin-4-yl)-1H-pyrazol-1-yl)acetamide C(C1=CC=CC=C1)NC(CN1N=C(C(=C1)C1=CC=NC2=CC=CC=C12)C1=NC=CC=C1)=O